NC=1C=C(C=C(C1)Br)CCC(=O)O 3-(3-amino-5-bromophenyl)propionic acid